4-(2-(4-chloro-3-fluorophenoxy)acetamido)-3-hydroxy-bicyclo[2.2.2]octane-1-carboxylic acid ClC1=C(C=C(OCC(=O)NC23C(CC(CC2)(CC3)C(=O)O)O)C=C1)F